ClC=1C=CC(=C(C(=O)O)C1)N[C@H](C)C1=CC(=CN2C1=NC(=C(C2=O)C)N2CCCCC2)C (R)-5-chloro-2-((1-(3,7-dimethyl-4-oxo-2-(piperidin-1-yl)-4H-pyrido[1,2-a]pyrimidin-9-yl)ethyl)amino)benzoic acid